F[Si](C)(C)C(CC)O (fluorodimethylsilyl)-1-propanol